tert-butyl ((1S)-2-((5-(1-(5,5-difluoro-2-oxopiperidin-1-yl)-2-((R)-2-methylmorpholino)ethyl)thiazol-2-yl)amino)-1-((1r,4S)-4-methylcyclohexyl)-2-oxoethyl)carbamate FC1(CCC(N(C1)C(CN1C[C@H](OCC1)C)C1=CN=C(S1)NC([C@H](C1CCC(CC1)C)NC(OC(C)(C)C)=O)=O)=O)F